N(=[N+]=[N-])CCOCCNC1=C2C(N(C(C2=CC=C1)=O)C1C(NC(CC1)=O)=O)=O 4-[2-(2-Azidoethoxy)-ethylamino]-2-(2,6-dioxopiperidin-3-yl)-isoindole-1,3-dione